4-hydroxy-N-methyl-1-(methylsulfonyl)pyrrolidine-2-carboxamide OC1CC(N(C1)S(=O)(=O)C)C(=O)NC